N1=C(C=CC=C1)SSC1=NC=CC=C1 o-Pyridyl disulfide